1-(2-(phenylsulfonyl)ethyl)-benzimidazole C1(=CC=CC=C1)S(=O)(=O)CCN1C=NC2=C1C=CC=C2